FC1=CC=C(C=C1)NC(=O)C1(CC1)C(=O)NC1=CC=C(C=C1)OC1=CC=NC2=CC(=CC=C12)C1=NNC(=C1)C(F)(F)F 1-N'-(4-fluorophenyl)-1-N-[4-[7-[5-(trifluoromethyl)-1H-pyrazol-3-yl]quinolin-4-yl]oxyphenyl]cyclopropane-1,1-dicarboxamide